1-(4-vinylhydroxynaphthyl)-benzocyclobutene C(=C)C1=CC(=C(C2=CC=CC=C12)C1CC=2C1=CC=CC2)O